FC1=CC(=C(C=C1F)NC(=O)NCC=1C=C2CN(C(C2=CC1)=O)C1C(NC(CC1)=O)=O)O 1-(4,5-difluoro-2-hydroxy-phenyl)-3-[[2-(2,6-dioxo-3-piperidyl)-1-oxo-isoindolin-5-yl]methyl]urea